1-(2,4-dichloro-5-ethoxyphenyl)-3-(4-(trifluoromethyl)phenyl)thiourea ClC1=C(C=C(C(=C1)Cl)OCC)NC(=S)NC1=CC=C(C=C1)C(F)(F)F